2-((4-methylpiperazin-1-yl)sulfonyl)isonicotinic acid methyl ester COC(C1=CC(=NC=C1)S(=O)(=O)N1CCN(CC1)C)=O